C(C)(C)C1OCC1 isopropyloxetan